octahydro-1H-quinolizine-2-carboxylic acid C1C(CCN2CCCCC12)C(=O)O